(S)-4-bromo-N-(8,9-difluoro-6-oxo-1,4,5,6-tetrahydro-2H-pyrano[3,4-c]isoquinolin-1-yl)-N-methyl-1H-pyrrole-2-carboxamide BrC=1C=C(NC1)C(=O)N(C)[C@@H]1COCC=2NC(C=3C=C(C(=CC3C21)F)F)=O